C1(CCCCC1)=NO cyclohexanone oxime